C(C)(C)(C)OC(=O)N1[C@@H]2CC[C@H]([C@@H]1C(=O)O)C2 (1R,3R,4S)-2-(tert-butoxycarbonyl)-2-azabicyclo[2.2.1]heptane-3-carboxylic acid